BrC1=CC=CC(=N1)OCCCCOC=1C=NC=CC1C#CC1=CN=C(C2=CN=C(C=C12)N)NC 4-[2-[3-[4-[(6-bromo-2-pyridyl)oxy]butoxy]-4-pyridyl]ethynyl]-N1-methyl-2,7-naphthyridine-1,6-diamine